(6-bromo-1-methyl-1H-indazol-3-yl)-5-fluoro-3-(4-methoxybenzyl)pyrimidine-2,4(1H,3H)-dione BrC1=CC=C2C(=NN(C2=C1)C)N1C(N(C(C(=C1)F)=O)CC1=CC=C(C=C1)OC)=O